ClC1=C(C=CC(=C1)Cl)C=1N=C(OC1C1=C(N(C2=CC=CC=C12)C)C1=CC=CC=C1)C 4-(2,4-dichlorophenyl)-2-methyl-5-(1-methyl-2-phenyl-1H-indol-3-yl)oxazole